FC1=C(C(=CC=C1C)I)CCCCCCO 6-(2-fluoro-6-iodo-3-methylphenyl)hexan-1-ol